NC=1C(=CC2=C(OC[C@H]3N2CCOC3)C1)C#N (S)-8-amino-1,2,4a,5-tetrahydro-4H-benzo[b][1,4]oxazino[4,3-d][1,4]oxazine-9-carbonitrile